diethyl l-5-methyl-3-phenyl-1H-pyrrole-2,4-dicarboxylate CC1=C(C(=C(N1)C(=O)OCC)C1=CC=CC=C1)C(=O)OCC